ClC1=CC(=C(C=C1)[C@@H]1OC2=C(OC1)C=CC=C2C2CCN(CC2)CC2=NC1=C(N2CC2(CC2)CF)C=C(C=C1)C(=O)O)OC (S)-2-((4-(3-(4-Chloro-2-methoxyphenyl)-2,3-dihydrobenzo[b][1,4]dioxin-5-yl)Piperidin-1-yl)methyl)-1-((1-(fluoromethyl)cyclopropyl)methyl)-1H-benzo[d]imidazole-6-carboxylic acid